CN1N=C(C2=CC=C(C=C12)N1CC2(C1)CCNCC2)N2CNCC=C2 1-(1-methyl-6-(2,7-diazaspiro[3.5]non-2-yl)-1H-indazol-3-yl)dihydropyrimidine